3-Benzoylbenzyl bromide C(C1=CC=CC=C1)(=O)C=1C=C(CBr)C=CC1